N-[(1S)-1-(1-methylazetidin-3-yl)ethyl]-5-[4-(trifluoromethyl)phenyl]naphthalene-2-carboxamide CN1CC(C1)[C@H](C)NC(=O)C1=CC2=CC=CC(=C2C=C1)C1=CC=C(C=C1)C(F)(F)F